1-(5-methoxy-2-pyrimidin-2-yl-pyrazol-3-yl)ethylammonium chloride [Cl-].COC=1C=C(N(N1)C1=NC=CC=N1)C(C)[NH3+]